(5-Chloro-3-(5-ethylisoxazol-3-yl)-1-methyl-1H-pyrazol-4-yl)(9-(3,3-dimethylbutyl)-3,9-diazaspiro[5.5]undecan-3-yl)methanone ClC1=C(C(=NN1C)C1=NOC(=C1)CC)C(=O)N1CCC2(CC1)CCN(CC2)CCC(C)(C)C